C(C)(C)C=1C(=CC(=CC1)O)C 4-isopropyl-m-cresol